C1(CCCCC1)N(S(=O)(=O)C=1SC2=C(N1)C=CC=C2)C2CCCCC2 N,N-dicyclohexylbenzothiazole-2-sulfonamide